ClC1=CC(=NC=C1)CNC=1N(C2=NC(=NC=C2N1)C=1C=NC=C(C1)Cl)C1(OCC(C1O)O)C(=O)NC([2H])([2H])[2H] (((4-chloropyridin-2-yl)methyl)amino-2-(5-chloropyridin-3-yl)-9H-purin-9-yl)-3,4-dihydroxyl-N-(methyl-d3)-tetrahydrofuran-2-carboxamide